N1CC(C1)OC(=O)C=1C=NC2=CC=C(C=C2C1)C=1N=CNC1C1=NC(=CC=C1)C.N(=C=O)CC1=CC2=CC=C(C=C2C=C1)CN=C=O 2,6-bis(isocyanatomethyl)naphthalene azetidin-3-yl-6-[5-(6-methyl-2-pyridyl)-1H-imidazol-4-yl]quinoline-3-carboxylate